3-ethyl-2,4-heptanediol di-n-butyl-benzoate C(CCC)C=1C(=C(C(=O)O)C=CC1)CCCC.C(C)C(C(C)O)C(CCC)O